COC[C@H]1CCC2=CC=3CCCC3C(=C12)NC(=O)N=[S@](=O)(N)C=1C=NN2C1OC[C@@H]2C (R,3S)-N'-(((S)-3-(methoxymethyl)-1,2,3,5,6,7-hexahydro-s-indacen-4-yl)carbamoyl)-3-methyl-2,3-dihydropyrazolo[5,1-b]oxazole-7-sulfonimidamide